5-chloro-N-(5-chloro-6-(2H-1,2,3-triazol-2-yl)pyridin-3-yl)-2,4'-difluoro-2'-vinyl-[1,1'-biphenyl]-4-carboxamide ClC=1C(=CC(=C(C1)C1=C(C=C(C=C1)F)C=C)F)C(=O)NC=1C=NC(=C(C1)Cl)N1N=CC=N1